2,6,6-TRIMETHYLCYCLOHEX-1-EN CC1=CC(CCC1)(C)C